C(C)(=O)C1=C(C=CC=C1)C=1C=C2C(CN(C(C2=CC1)=O)CC1=CC(=C(C=C1)C(F)(F)F)F)C(=O)O 6-(2-acetylphenyl)-2-(3-fluoro-4-(trifluoromethyl)benzyl)-1-oxo-1,2,3,4-tetrahydroisoquinoline-4-carboxylic acid